7-(4-(tert-butyl)pyridin-2-yl)-7H-benzo[c]carbazol-9-amine C(C)(C)(C)C1=CC(=NC=C1)N1C=2C=C(C=CC2C=2C3=C(C=CC12)C=CC=C3)N